COC1=CC=C(CN(S(=O)(=O)C2=NN(N=C2)C(C(=O)OC)(C)C)CC2=CC=C(C=C2)OC)C=C1 methyl 2-(4-(N,N-bis(4-methoxybenzyl)sulfamoyl)-2H-1,2,3-triazol-2-yl)-2-methylpropanoate